5-(4-(((1H-1,2,4-triazol-3-yl)amino)methyl)-2-fluoro-6-hydroxyphenyl)-1,2,5-thiadiazolidin-3-one 1,1-dioxide N1N=C(N=C1)NCC1=CC(=C(C(=C1)O)N1CC(NS1(=O)=O)=O)F